FC1=CC=C(CN2N=CC(=C2)C(=O)N2CC3(CN(C3)C(C(C(F)(F)F)(C)C)=O)[C@@H](C2)COCC=2C=C(C=CC2)C2(CCCC2)C(=O)OCC)C=C1 Ethyl (S)-1-(3-(((6-(1-(4-fluorobenzyl)-1H-pyrazole-4-carbonyl)-2-(3,3,3-trifluoro-2,2-dimethylpropanoyl)-2,6-diazaspiro[3.4]octan-8-yl)methoxy)methyl)phenyl)cyclopentane-1-carboxylate